lead-zinc-cadmium oxide [O-2].[Cd+2].[Zn+2].[Pb+2].[O-2].[O-2]